FC=1C=C2C(=CC=NC2=CC1)OC1CCN(CC1)CC(=O)N1[C@@H](CCC1)C#N (2S)-1-[2-[4-[(6-fluoro-4-quinolyl)oxy]-1-piperidyl]acetyl]pyrrolidine-2-carbonitrile